C(#N)[C@H](C[C@H]1C(NCC1)=O)NC([C@@H](CC1CC1)N1C(C(=CC=C1)NCC(F)(F)F)=O)=O (2R)-N-[(1S)-1-cyano-2-[(3S)-2-oxopyrrolidin-3-yl]ethyl]-3-cyclopropyl-2-[2-oxo-3-(2,2,2-trifluoroethylamino)-1-pyridyl]propanamide